C(C1=CC=CC=C1)OC1=CC=C(C=C1)[C@H]1[C@@H](C1)NCC(=O)N1CCN(CC1)C 2-((trans)-2-(4-(benzyloxy)phenyl)cyclopropylamino)-1-(4-methylpiperazin-1-yl)ethanone